COC1=CC=C2C(=CC(OC2=C1)=O)CN1CCN(CC1)C(=O)OC(C)(C)C tert-butyl 4-((7-methoxy-2-oxo-2H-chromen-4-yl)methyl)piperazine-1-carboxylate